7-(3-(4-chloro-2,6-dimethylphenoxy)-5-methylphenyl)-N-((1r,4r)-4-hydroxycyclohexyl)-5-methyl-4-oxo-4,5-dihydrothieno[3,2-c]pyridine-2-carboxamide ClC1=CC(=C(OC=2C=C(C=C(C2)C)C=2C3=C(C(N(C2)C)=O)C=C(S3)C(=O)NC3CCC(CC3)O)C(=C1)C)C